ClC1=C(C(=O)C2=C(C3=C(S2)C=C(C=C3)OC)OC3=CC=C(C=C3)/C=C/C(=O)OC)C=CC(=C1)F Methyl (E)-3-(4-((2-(2-chloro-4-fluorobenzoyl)-6-methoxybenzo[b]thiophen-3-yl)oxy)phenyl)acrylate